amino-2-(3,5-dichloro-4-((2'-oxo-1',2'-dihydrospiro[cyclopropane-1,3'-pyrrolo[2,3-b]pyridin]-5'-yl)oxy)phenyl)-1,2,4-triazine-3,5(2H,4H)-dione NN1C(N(N=CC1=O)C1=CC(=C(C(=C1)Cl)OC=1C=C2C(=NC1)NC(C21CC1)=O)Cl)=O